C1CNCCC2=C1C=CC(=C2)C=2C=C1C(=NC2)NN=C1C1=CC2=C(C(NCCO2)=O)C=C1 8-(5-(2,3,4,5-tetrahydro-1H-benzo[d]azepin-7-yl)-1H-pyrazolo[3,4-b]pyridin-3-yl)-3,4-dihydrobenzo[f][1,4]oxazepin-5(2H)-one